(3aS,4S,7aR)-4-(4-bromophenyl)-6-((triisopropylsilyl)oxy)-3a,4,7,7a-tetrahydroisobenzofuran-1,3-dione BrC1=CC=C(C=C1)[C@@H]1[C@@H]2C(OC([C@@H]2CC(=C1)O[Si](C(C)C)(C(C)C)C(C)C)=O)=O